COC(C1=C(C=C(C(=C1)OCCCNC(CC1=CC(=CC=C1)OC)=O)OC)[N+](=O)[O-])=O 4-methoxy-5-(3-(2-(3-methoxyphenyl)acetamido)propoxy)-2-nitrobenzoic acid methyl ester